FC1=CC(=C(C=C1)N1N=C(N=C1)C)I 1-(4-fluoro-2-iodophenyl)-3-methyl-1H-1,2,4-triazole